N1(CCCCCC1)C[Si](OCC)(OCC)C (1-hexamethyleneimino)methylmethyldiethoxysilane